C(C)OC1=CC=C(C=C1)C1=CC=2C(=CN=CC2)N1O 2-(4-ethoxyphenyl)-1H-pyrrolo[2,3-c]pyridin-1-ol